C(C)(C)(C)OC(=O)N1C(=C(C2=CC(=CC=C12)C1C(CN(CC1)C(=O)OC(C)(C)C)O)C(C)C)C1=CC(=NC(=C1)C)C 5-(1-(tert-Butoxycarbonyl)-3-hydroxypiperidin-4-yl)-2-(2,6-dimethylpyridin-4-yl)-3-isopropyl-1H-indole-1-carboxylic acid tert-butyl ester